N-(3-chloro-4-fluorophenyl)-4,6-dimorpholino-1,3,5-triazin-2-amine hydrochloride Cl.ClC=1C=C(C=CC1F)NC1=NC(=NC(=N1)N1CCOCC1)N1CCOCC1